Cl.Cl.C(C)(C)(C)[C@@H]1CC[C@H](CC1)C=1C=C(C(=O)N2CCC(CC2)OC2=C(C#N)C=CC(=C2)N2CCNCC2)C=CC1O[C@@H]1CNCC1 trans-(S)-2-((1-(3-(4-(tert-butyl)cyclohexyl)-4-(pyrrolidin-3-yloxy)benzoyl)piperidin-4-yl)oxy)-4-(piperazin-1-yl)benzonitrile dihydrochloride